CO[C@@H]1CN(C[C@H]1COC=1C=NN(C1)C)C(=O)OC(C)(C)C (3S,4S)-tert-butyl 3-methoxy-4-(((1-methyl-1H-pyrazol-4-yl)oxy)methyl)pyrrolidine-1-carboxylate